C(C)(C)(C)OC(=O)NCC1=CC=2C(=CN=CC2)N1C(=O)OC(C)(C)C tert-butyl 2-(((tert-butoxycarbonyl)amino)methyl)-1H-pyrrolo[2,3-c]pyridine-1-carboxylate